O1COC2=C1C=CC(=C2)C=2C=C1C=3CCCCC3N(C1=CC2)[C@H](C)C2=CC=CC=C2 6-(benzo[d][1,3]dioxol-5-yl)-N-((R)-1-phenylethyl)-2,3,4,9-tetrahydro-1H-carbazol